4,4,5,5-tetramethyl-2-(2-methyl-5-nitro-phenyl)-1,3,2-dioxaborolane CC1(OB(OC1(C)C)C1=C(C=CC(=C1)[N+](=O)[O-])C)C